FC(C1=NN=C(O1)C=1C=CC(=NC1)CN1C(SC2=C1C=CC(=C2)C=2C=NN(C2)C2CCNCC2)=O)F 3-((5-(5-(Difluoromethyl)-1,3,4-oxadiazol-2-yl)pyridin-2-yl)methyl)-6-(1-(piperidin-4-yl)-1H-pyrazol-4-yl)benzo[d]thiazol-2(3H)-one